C(C)(=O)N1CC(N(CC1)CC1=CC=C(C=C1)NC1=CC=C(C=C1)N1CCCCC1)=O 4-Acetyl-1-(4-((4-(piperidin-1-yl)phenyl)amino)benzyl)piperazin-2-one